Cl.C(C1=CC=CC=C1)OC(=O)NS(=O)(=O)N1C(=C(C=C1)C1CCNCC1)C(=O)OCC1=CC=CC=C1 Benzyl 1-(benzyloxycarbonylsulfamoyl)-3-(4-piperidyl)pyrrole-2-carboxylate hydrochloride